BrC1=CC(=C(C2=CC=CC(=C12)Cl)F)N(C(OC(C)(C)C)=O)C(=O)OC(C)(C)C Tert-butyl (4-bromo-5-chloro-1-fluoronaphthalen-2-yl)(tert-butoxycarbonyl)carbamate